ClC1=CC(=C(C=C1C1=NN=C(N1)C1CC1)NC(=O)C=1C=NN2C1C=CC(=C2)F)C N-[4-Chloro-5-(5-cyclopropyl-4H-1,2,4-triazol-3-yl)-2-methylphenyl]-6-fluoropyrazolo[1,5-a]pyridine-3-carboxamide